C(C)(C)(C)OC(C[C@H](C(=O)N1C(OC[C@@H]1CC1=CC=CC=C1)=O)C)=O (R)-4-((S)-4-benzyl-2-oxooxazolidin-3-yl)-3-methyl-4-oxobutanoic acid tert-butyl ester